1,1-bis(3-t-butyl-4-hydroxyphenyl)cyclohexane C(C)(C)(C)C=1C=C(C=CC1O)C1(CCCCC1)C1=CC(=C(C=C1)O)C(C)(C)C